C(C)OC(=O)C=1C=NN(C1)C1=NC(=C2N=CN(C2=N1)CC1=CC=C(C=C1)OC)OC 1-(6-methoxy-9-(4-methoxybenzyl)-9H-purin-2-yl)-1H-pyrazole-4-carboxylic acid ethyl ester